C1(=CCCCCCCCC1)C(C(=O)O)(C1=CCCCCCCCC1)C1=CCCCCCCCC1.C(C)(=O)O Acetate (tricycloDecenyl Acetate)